5-(((2-(4-(4-chloro-1,2-bis(4-hydroxyphenyl)but-1-en-1-yl)phenoxy)ethyl)(methyl)amino)methyl)-2-(2,6-dioxopiperidin-3-yl)-6-fluoroisoindoline-1,3-dione ClCCC(=C(C1=CC=C(C=C1)O)C1=CC=C(OCCN(C)CC=2C=C3C(N(C(C3=CC2F)=O)C2C(NC(CC2)=O)=O)=O)C=C1)C1=CC=C(C=C1)O